Methyl (3S*,4R*)-4-(3-methoxyphenyl)tetrahydropyran-5-carboxylate COC=1C=C(C=CC1)[C@@H]1CCOCC1C(=O)OC |o1:8|